[2H]C1=NC2=CC=C(C=C2C(=N1)N1CC=2C=C(C=NC2CC1)N1C2=C(OCC1)N=CC=C2)C 1-[6-(2-deuterio-6-methyl-quinazolin-4-yl)-7,8-dihydro-5H-1,6-naphthyridin-3-yl]-2,3-dihydropyrido[2,3-b][1,4]oxazine